(E)-5-bromo-2-hydroxy-3-((1-hydroxy-2-methylpropylimino)-methyl)phenyl 3-meth-ylbenzoate CC=1C=C(C(=O)OC2=C(C(=CC(=C2)Br)/C=N/C(C(C)C)O)O)C=CC1